N-(2-methoxy-4-(4-(4-methylpiperazin-1-yl)piperidin-1-yl)phenyl)-6-(3-phenylbenzo[d]oxazol-2(3H)-yl)pyrimidin-4-amine COC1=C(C=CC(=C1)N1CCC(CC1)N1CCN(CC1)C)NC1=NC=NC(=C1)C1OC2=C(N1C1=CC=CC=C1)C=CC=C2